adenosyl-methyl-thiainine [C@@H]1([C@H](O)[C@H](O)[C@@H](CC=2C(SC=CC2)C)O1)N1C=NC=2C(N)=NC=NC12